FC(C)(F)C1=NN2C(N=C(C=C2NC2=CC=C(C=C2)S(F)(F)(F)(F)F)C)=N1 2-(1,1-difluoroethyl)-5-methyl-N-[4-(pentafluoro-lambda6-sulfanyl)phenyl]-[1,2,4]triazolo[1,5-a]pyrimidine-7-amine